FC(CCCC1CCC(CC1)C1CCC(CC1)C(=O)OC1=CC=C(C=C1)/C=C/C(=O)O)(F)F (E)-3-[4-[4-[4-(4,4,4-trifluorobutyl)cyclohexyl]cyclohexanecarbonyl]oxyphenyl]prop-2-enoic acid